The molecule is a dicarboxylic acid diamide obtained by formal condensation of the two carboxy groups of 2-chlorophthalic acid with the amino groups of 4-(1,1,1,2,3,3,3-heptafluoropropan-2-yl)-2-methylaniline and 2-amino-2-methylpropanenitrile. It has a role as an insecticide and an agrochemical. It is a dicarboxylic acid diamide, an aromatic amide, an organofluorine compound, a member of monochlorobenzenes and a nitrile. It derives from a phthalic acid. CC1=C(C=CC(=C1)C(C(F)(F)F)(C(F)(F)F)F)NC(=O)C2=C(C(=CC=C2)Cl)C(=O)NC(C)(C)C#N